C1(CC1)C(CCC=1C=NC=C(C1)[C@](C1=CC=C(C=C1)C(C)C)(O)C1(CN(C1)C)C)(O)C1=NC=CC=C1 1-Cyclopropyl-3-{5-[(R)-(1,3-dimethyl-azetidin-3-yl)-hydroxy-(4-isopropyl-phenyl)-methyl]-pyridin-3-yl}-1-pyridin-2-yl-propan-1-ol